dicyclopentadienyl-[2,6-difluoro-3-(1-propyl)phenyl]titanium C1(C=CC=C1)[Ti](C1=C(C(=CC=C1F)CCC)F)C1C=CC=C1